N1S(COC2=C1C=CC=C2)(=O)=O benzo[e][1,3,4]oxathiazine 2,2-dioxide